NC=1C=C(C=C(C1)C(F)(F)F)[C@@H](C)NC1=NC(=NC2=CC(=C(C=C12)OCCOC1CCC1)OC)C (R)-N-(1-(3-amino-5-(trifluoromethyl)phenyl)ethyl)-6-(2-cyclobutoxyethoxy)-7-methoxy-2-methyl-quinazolin-4-amine